(S)-7-(1-methoxypropane-2-yl)-2-(methylthio)-7H-pyrrolo[2,3-d]Pyrimidine-6-carboxylic acid methyl ester COC(=O)C1=CC2=C(N=C(N=C2)SC)N1[C@H](COC)C